(S)-5-cyclopropyl-4-(((1-(1-(3-chloro-5-fluorophenyl)ethyl)-4-fluoropiperidin-4-yl)methoxy)methyl)-2-fluoro-N-(methylsulfonyl)benzamide C1(CC1)C=1C(=CC(=C(C(=O)NS(=O)(=O)C)C1)F)COCC1(CCN(CC1)[C@@H](C)C1=CC(=CC(=C1)F)Cl)F